O[C@H]1COCC[C@H]1NC=1N=NC(=C2C1C=NC=C2)C2=CC=C1C(CCO1)=C2O 5-[4-[[(3R,4R)-3-Hydroxytetrahydropyran-4-yl]amino]pyrido[3,4-d]pyridazin-1-yl]-2,3-dihydrobenzofuran-4-ol